The molecule is a carbohydrate acid derivative anion resulting from the removal of a proton from the carboxy group of catechol beta-D-glucuronide. It has a role as a mouse metabolite. It is a carbohydrate acid derivative anion and a monocarboxylic acid anion. It is a conjugate base of a catechol beta-D-glucuronide. C1=CC=C(C(=C1)O)O[C@H]2[C@@H]([C@H]([C@@H]([C@H](O2)C(=O)[O-])O)O)O